BrC1=CC=C(C[C@H](N)C(=O)O)C=C1 Para-bromophenylalanine